ClC=1C=CC(=C(C1)C1=CC(N(C=C1OC)C(C(=O)NC1=CC(=C(C(=O)N)C=C1)F)CCOC)=O)N1C=NC(=C1)C(F)F 4-({2-[4-{5-chloro-2-[4-(difluoromethyl)-1H-imidazol-1-yl]phenyl}-5-methoxy-2-oxopyridin-1(2H)-yl]-4-methoxybutyryl}amino)-2-fluorobenzamide